ClC=1C=C(COC(=O)N[C@H](C(=O)N[C@@H](CCC(=O)N2CC(N(CC2)C(=O)OC(C)(C)C)C2=CC=CC=C2)C(O)P(=O)(OCC)OCC)CC2CCCCC2)C=CC1 tert-butyl 4-((4S)-4-((S)-2-((((3-chlorobenzyl)oxy)carbonyl)amino)-3-cyclohexylpropanamido)-5-(diethoxyphosphoryl)-5-hydroxypentanoyl)-2-phenylpiperazine-1-carboxylate